C(C1=CC=CC=C1)OC1(C2=NN=C(C3=C(C=C(C(N4C(COC[C@H]4CC=CCC1)=O)=N3)C(F)(F)F)NC(OC(C)(C)C)=O)O2)C(F)(F)F tert-butyl N-[(12R)-6-(benzyloxy)-16-oxo-6,19-bis(trifluoromethyl)-14,23-dioxa-3,4,17,22-tetraazatetracyclo[16.3.1.12,5.012,17]tricosa-1(21),2,4,9,18(22),19-hexaen-21-yl]carbamate